C1(CC1)C1=C(C=C(C(=O)NC(C2(COC2)C)C2=NOC(=N2)C)C=C1)OC(C)C 4-cyclopropyl-N-[(5-methyl-1,2,4-Oxadiazol-3-yl)(3-methyloxetan-3-yl)methyl]-3-[(propan-2-yl)oxy]Benzamide